ClC=1C=C(C=CC1)C=1N=C(NC1)C(=O)N[C@@H](CC(C)(C)C)C(=O)N[C@@H](C[C@H]1C(NCC1)=O)C#N N2-{[4-(3-chlorophenyl)-1H-imidazol-2-yl]carbonyl}-N-{(1S)-1-cyano-2-[(3S)-2-oxopyrrolidin-3-yl]ethyl}-4-methyl-L-leucinamide